bis(2-hexyldecyl) 6,6'-((2-(methyl(4-octanamidobutyl)amino)ethyl)azanediyl)dihexanoate CN(CCN(CCCCCC(=O)OCC(CCCCCCCC)CCCCCC)CCCCCC(=O)OCC(CCCCCCCC)CCCCCC)CCCCNC(CCCCCCC)=O